ClC=1C=C(OCC(=O)NC)C=C(C1CC=1C=C(C(=CC1)O)C1=C(C(=CC=C1)F)Cl)Cl 2-(3,5-dichloro-4-((2'-chloro-3'-fluoro-6-hydroxy-[1,1'-biphenyl]-3-yl)methyl)phenoxy)-N-methylacetamide